C(C)OC(=O)CCOCCN1CCN(CC1)C(=O)O 4-(2-(2-(ethoxycarbonyl)ethoxy)ethyl)piperazine-1-carboxylic acid